4-((E)-2-((1R,2S)-2-(3-chloro-6-(2,4-dioxo-1,2,3,4-tetrahydropyrimidin-5-yl)pyridazin-4-yl)cyclopropyl)vinyl)benzonitrile ClC=1N=NC(=CC1[C@@H]1[C@H](C1)/C=C/C1=CC=C(C#N)C=C1)C=1C(NC(NC1)=O)=O